4-[(1R)-1-aminoethyl]-N-(3-cyano-4-ethyl-1H-indol-7-yl)benzene-1-sulfonamide hydrochloride Cl.N[C@H](C)C1=CC=C(C=C1)S(=O)(=O)NC=1C=CC(=C2C(=CNC12)C#N)CC